4,4-difluoro-5-hydroxypentanoic acid ethyl ester C(C)OC(CCC(CO)(F)F)=O